C(C)C1=C(C(=O)CC)C=CC=C1 diethyltolueneOne